[6-(1-methyl-1H-pyrazol-4-yl)pyrazolo[1,5-a]pyridin-3-yl]-1,4-diazacycloheptan-1-ium trifluoroacetate FC(C(=O)[O-])(F)F.CN1N=CC(=C1)C=1C=CC=2N(C1)N=CC2[NH+]2CCNCCC2